2-(5-{[3-(5-{[(1-{2-[(2-methoxyethyl)(methyl)amino]acetyl}piperidin-4-yl)amino]methyl}-1-(2,2,2-trifluoroethyl)-1H-indol-2-yl)prop-2-yn-1-yl]amino}pyridin-2-yl)-2-methylpropanenitrile COCCN(CC(=O)N1CCC(CC1)NCC=1C=C2C=C(N(C2=CC1)CC(F)(F)F)C#CCNC=1C=CC(=NC1)C(C#N)(C)C)C